Lithium (trifluoromethanesulfonyl)(heptafluoropropanesulfonyl)amide FC(S(=O)(=O)[N-]S(=O)(=O)C(C(C(F)(F)F)(F)F)(F)F)(F)F.[Li+]